C[Si](C1(C(=C(C(=C1C)C)C)C)CCCC)(C)C 1-trimethylsilyl-1-n-butyl-2,3,4,5-tetramethylcyclopentadiene